O=C1NC2(C(N1C1=NC(=NC=C1)C(F)(F)F)=O)CCN(CC2)C(=O)OC(C)(C)C tert-butyl 2,4-dioxo-3-(2-(trifluoromethyl)pyrimidin-4-yl)-1,3,8-triazaspiro[4.5]decane-8-carboxylate